5-isopropyl-7-methyl-6-(3-azaspiro[5.5]undec-8-en-9-yl)-7H-pyrrolo[2,3-d]pyrimidin-4-amine C(C)(C)C1=C(N(C=2N=CN=C(C21)N)C)C2=CCC1(CCNCC1)CC2